N(=[N+]=[N-])CCC(=O)[O-] 3-Azidopropionate